C(C)(C)(C)OC(=O)N[C@@H](C(=O)O)[C@H](C)O (2R,3S)-2-((tert-butoxycarbonyl)amino)-3-hydroxybutyric acid